triethyl-methyl-sulfonium C(C)C([SH2+])(CC)CC